CNC1=C(C=CC=C1)C N,2-dimethyl-aniline